methyl 2,2-dichloroacetate ClC(C(=O)OC)Cl